FC(C1CCN(CC1)C(=O)C1=C(C=CC=C1)C(C(=O)N)=C)(F)F 2-(4-(trifluoromethyl)piperidine-1-carbonyl)phenylacrylamide